1-(2-bromo-3-fluoro-phenyl)ethanone BrC1=C(C=CC=C1F)C(C)=O